tert-butyl N-[4,7-difluoro-2-(hydroxymethyl)indan-5-yl]carbamate FC1=C2CC(CC2=C(C=C1NC(OC(C)(C)C)=O)F)CO